FC1=C(C=CC(=C1)OC)CNC1=NN2C(NC(=CC2=O)CCC)=N1 2-[(2-fluoro-4-methoxy-phenyl)methylamino]-5-propyl-4H-[1,2,4]triazolo[1,5-a]pyrimidin-7-one